tert-butyl N-(3-bromo-1-fluoro-4,5,6,7-tetrahydro-2-benzothiophen-5-yl)carbamate BrC=1SC(=C2C1CC(CC2)NC(OC(C)(C)C)=O)F